1-tert-butyl-N-{[3-(4-{[(3S,4R)-3-fluoropiperidin-4-yl]amino}-1-(2,2,2-trifluoroethyl)-1H-indol-2-yl)-1,2,4-oxadiazol-5-yl]methyl}-1H-pyrrole-3-carboxamide C(C)(C)(C)N1C=C(C=C1)C(=O)NCC1=NC(=NO1)C=1N(C2=CC=CC(=C2C1)N[C@H]1[C@H](CNCC1)F)CC(F)(F)F